C1CNC2C1C1CCCCN1CC2 dodecahydro-pyrrolo[3,2-a]quinolizine